6-(1-amino-1,3-dihydrospiro[indene-2,4'-piperidine]-1'-yl)-3-(5,6-dihydroimidazo[1,2-a]pyridin-8-yl)-1,5-dihydro-4H-pyrazolo[3,4-d]pyrimidin-4-one NC1C2=CC=CC=C2CC12CCN(CC2)C=2NC(C1=C(N2)NN=C1C=1C=2N(CCC1)C=CN2)=O